3-(bis(tert-butoxycarbonyl)amino)bicyclo[1.1.1]pentane-1-carboxylic acid C(C)(C)(C)OC(=O)N(C12CC(C1)(C2)C(=O)O)C(=O)OC(C)(C)C